Methanthiol CS